[Ti].[K].N(=[N+]=[N-])CC(=O)C=C(C(=O)N)CCCCCN azidoacetyl-aminopentylacrylamide potassium titanium